C(CCCCC)OC=1C=C(C=CC1OCCCCCC)C#C 3,4-bis-hexyloxyphenylacetylene